FCC(C(CC(=O)O)C(C(CC)N1C(C2=CC(=CC=C2C1)C1=C(C=C(C=C1)S(=O)(=O)C)F)=O)=O)=O 5-Fluoro-3-(2-(6-(2-fluoro-4-(methylsulfonyl)phenyl)-1-oxoisoindolin-2-yl)butyryl)-4-oxopentanoic acid